2'-bromo-5-chloro-N-(5-chloro-6-(2H-1,2,3-triazol-2-yl)pyridin-3-yl)-4'-fluoro-2-(trifluoromethyl)-[1,1'-biphenyl]-4-carboxamide BrC1=C(C=CC(=C1)F)C1=C(C=C(C(=C1)Cl)C(=O)NC=1C=NC(=C(C1)Cl)N1N=CC=N1)C(F)(F)F